4-(4-methylpiperazin-1-ylmethyl)aniline CN1CCN(CC1)CC1=CC=C(N)C=C1